ClC=1C=C(C=C(C1)F)N1C=C(C=2C(C(CCC12)(F)F)O)C1=CN=CS1 1-(3-chloro-5-fluorophenyl)-5,5-difluoro-3-(thiazol-5-yl)-4,5,6,7-tetrahydro-1H-indol-4-ol